FC1=C(N)C(=C(C=C1N1CCOCC1)F)[N+](=O)[O-] 2,5-difluoro-3-morpholino-6-nitroaniline